COC(CC(CC1=C(C=C(C(=C1)F)F)F)=O)=O 4-(2,4,5-trifluorophenyl)-3-oxobutyric acid methyl ester